C[Si](OOO[Si](C)(C)C)(C)C trimethylsiloxy oxide